((2-(2-(trifluoromethoxy)ethyl)hydrazineyl)methyl)benzamide FC(OCCNNCC1=C(C(=O)N)C=CC=C1)(F)F